1-((1-acryloyl-3-fluoroazetidin-3-yl)methyl)-7-chloro-6-(3-chloro-6-fluoro-2-hydroxyphenyl)-4-(2-isopropyl-4-methylpyridin-3-yl)-1,4-dihydropyrido[2,3-b]pyrazine-2,3-dione C(C=C)(=O)N1CC(C1)(F)CN1C2=C(N(C(C1=O)=O)C=1C(=NC=CC1C)C(C)C)N=C(C(=C2)Cl)C2=C(C(=CC=C2F)Cl)O